1-Methyl-3-(4'-(oxetan-3-yloxy)-4,5,5',6'-tetrahydro-2H-spiro[furan-3,8'-pyrano[3,4-b]pyridin]-2'-yl)-1H-pyrrolo[2,3-c]pyridin-5-amine CN1C=C(C=2C1=CN=C(C2)N)C2=CC(=C1C(=N2)C2(OCC1)COCC2)OC2COC2